CC1=C(C(NC(=C1)C)=O)CNC(=O)C=1C(=C(N2C=C(C=C2C1)C=1C=NC=CC1)C(C)N1CCOCC1)C N-((4,6-dimethyl-2-oxo-1,2-dihydropyridin-3-yl)methyl)-6-methyl-5-(1-morpholinoethyl)-2-(pyridin-3-yl)indolizine-7-carboxamide